(±)-1-[8-amino-6-(4-methyl-2-oxo-oxazolidin-3-yl)-3-isoquinolyl]-3-isopropyl-urea NC=1C=C(C=C2C=C(N=CC12)NC(=O)NC(C)C)N1C(OC[C@H]1C)=O |r|